3-(3',5'-di-tert-butyl-4'-hydroxyphenyl)propionamide ethyl-(R,E)-4-((tert-butoxycarbonyl)(methyl)amino)pent-2-enoate C(C)OC(\C=C\[C@@H](C)N(C)C(=O)OC(C)(C)C)=O.C(C)(C)(C)C=1C=C(C=C(C1O)C(C)(C)C)CCC(=O)N